(9E)-12-bromo-9-dodecenyl acetate C(C)(=O)OCCCCCCCC\C=C\CCBr